vinyl chlorosulfite S(=O)(OC=C)Cl